[H-].CN(C)CC(=O)O.[Na+] sodium N,N-dimethylglycinate